N-(methoxyethyl)morpholine COCCN1CCOCC1